FC=1C=C(C=C(C1OC1=C2C(=NC=C1)N(C=C2C2(COC2)OC)COCC[Si](C)(C)C)F)NC(=O)NCC2(COC2)C N-(3,5-difluoro-4-{[3-(3-methoxyoxetan-3-yl)-1-{[2-(trimethylsilyl)ethoxy]methyl}-1H-pyrrolo[2,3-b]pyridin-4-yl]oxy}phenyl)-N'-[(3-methyloxetan-3-yl)methyl]urea